COC(C)(C(C(C)(C)OC)=O)C 2,4-dimethoxy-2,4-dimethylpentan-3-one